2-(Methylsulfanyl)-1-(2-(4-(pyrimidin-5-yl)-1H-imidazol-2-yl)piperidin-1-yl)propan-1-one CSC(C(=O)N1C(CCCC1)C=1NC=C(N1)C=1C=NC=NC1)C